ClC1=NC=2C(=CN(C(C2C=C1F)=O)C1=C(C=CC=C1)C)C(C)C 2-Chloro-3-fluoro-8-isopropyl-6-(o-tolyl)-1,6-naphthyridin-5(6H)-one